(7S)-2-(((1-((2-fluoropyridin-4-yl)methyl)-1H-pyrazol-4-yl)methyl)amino)-4,7,8-trimethyl-7,8-dihydropteridin-6(5H)-one FC1=NC=CC(=C1)CN1N=CC(=C1)CNC1=NC=2N([C@H](C(NC2C(=N1)C)=O)C)C